5-(2-bromophenyl)-2-phenyl-2H-benzo[d][1,2,3]Triazole BrC1=C(C=CC=C1)C1=CC=2C(=NN(N2)C2=CC=CC=C2)C=C1